FC1=C(C=CC(=C1C=1C=CC=2N(C1)C=NC2C2=NC=C(N2)CO)F)NS(=O)(=O)C=2C(=NC=C(C2)F)C N-(2,4-difluoro-3-[1-[4-(hydroxymethyl)-3H-imidazol-2-yl]imidazo[1,5-a]pyridin-6-yl]phenyl)-5-fluoro-2-methylpyridine-3-sulfonamide